4-dichloroacetyl-1-oxa-4-aza-spiro[4.5]decane ClC(C(=O)N1CCOC12CCCCC2)Cl